[Na+].ClC1=C(C(C(=O)[O-])=CC=C1)C(=O)O 3-chlorophthalic acid monosodium salt